tetraoctyl bis(di-tridecylphosphite) C(CCCCCCCCCCCC)P(OCCCCCCCC)(OCCCCCCCC)([O-])CCCCCCCCCCCCC.C(CCCCCCCCCCCC)P(OCCCCCCCC)(OCCCCCCCC)([O-])CCCCCCCCCCCCC